2-(hydroxymethylene)-5-(2-fluorophenyl)cyclohexane-1,3-dione OC=C1C(CC(CC1=O)C1=C(C=CC=C1)F)=O